CN1C(N(C2=C1C=C(C=C2)CCCCC2CCNCC2)C2C(NC(CC2)=O)=O)=O 3-[3-Methyl-2-oxo-5-[4-(4-piperidyl)butyl]benzimidazol-1-yl]piperidine-2,6-dione